((3S,5S)-5-hydroxypiperidin-3-yl)carbamic acid tert-butyl ester C(C)(C)(C)OC(N[C@@H]1CNC[C@H](C1)O)=O